2-(4-bromo-5-methoxy-2-(methoxy-d3)phenyl)ethan-1-amine hydrochloride Cl.BrC1=CC(=C(C=C1OC)CCN)OC([2H])([2H])[2H]